1-(1'-ethylpropoxy)-1,1,3,3,3-pentamethyldisiloxane C(C)C(CC)O[Si](O[Si](C)(C)C)(C)C